ClC1=NC=C(C(=C1)C1=C(C=NC(=C1)C)C(=O)NC=1SC2=C(N1)CN(C2)C(C2=NC(=CC=C2C(F)F)Cl)=O)OC 2'-chloro-N-(5-(6-chloro-3-(difluoromethyl)picolinoyl)-5,6-dihydro-4H-pyrrolo[3,4-d]thiazol-2-yl)-5'-methoxy-6-methyl-[4,4'-bipyridine]-3-carboxamide